(E)-5-(3-(pyridin-3-yl)acrylamido)pentanoic acid N1=CC(=CC=C1)/C=C/C(=O)NCCCCC(=O)O